1,5,2,4-dioxadithiolan O1SCSO1